FC1=C(C=C(C(=C1)[C@@](CC)(C)O)O)CC(=O)NC1=CC(=NC=C1)C(=O)NC1(CC1)C(F)(F)F 4-[[2-[2-Fluoro-5-hydroxy-4-[(1S)-1-hydroxy-1-methyl-propyl]phenyl]acetyl]amino]-N-[1-(trifluoromethyl)cyclopropyl]pyridine-2-carboxamide